Cl.N[C@@]1([C@@H](CC[C@H](C1)CCB(O)O)O)C(=O)O |r| rac-(1S,2R,5R)-1-amino-5-(2-boronoethyl)-2-hydroxycyclohexane-1-carboxylic acid hydrochloride